COC1=CC=CC(=N1)C(C(=O)O)C 2-(6-methoxypyridin-2-yl)propanoic acid